C[Si](OC[C@H](NC(NNC(=O)OC)=O)C1=CC=CC=C1)(C(C)(C)C)C methyl (R)-9,9,10,10-tetramethyl-4-oxo-6-phenyl-8-oxa-2,3,5-triaza-9-silaundecanoate